OC1NC(CC2=CC=CC=C12)C(=O)O.OC(CON1C(CC(CC1(C)C)O)(C)C)(C)C 1-(2-hydroxy-2-methyl-propoxy)-4-hydroxy-2,2,6,6-tetramethyl-piperidine hydroxy-1,2,3,4-tetrahydroisoquinoline-3-carboxylate